P(O)(=O)(OP(=O)(O)OP(=O)(O)O)OC[C@@H]1[C@H]([C@H]([C@@H](O1)N1C(=O)N=C(N)C=C1)N)O 2'-Amino-2'-deoxy cytidine-triphosphate